(R)-1-(3-(4-((1-(3-(difluoromethyl)-2-fluorophenyl)ethyl)amino)-7-methoxyquinoline-6-yl)-3-methoxyazetidine-1-yl)ethan-1-one FC(C=1C(=C(C=CC1)[C@@H](C)NC1=CC=NC2=CC(=C(C=C12)C1(CN(C1)C(C)=O)OC)OC)F)F